[N+](=O)([O-])C=1C=NN(C1)CCN1CCOCC1 4-(2-(4-nitro-1H-pyrazol-1-yl)ethyl)morpholine